N-(4-methylphenyl)phthalimide CC1=CC=C(C=C1)N1C(C=2C(C1=O)=CC=CC2)=O